C(=O)[O-].[Sn+2].C(=O)[O-] tin (II) formate